NC1=C(C=C(C=N1)C=1C=C2N(N1)CCC21CN(CC1)C(=O)NC(C)(C)C1=C(C=NC=C1)Cl)C(F)(F)F 2'-[6-amino-5-(trifluoromethyl)pyridin-3-yl]-N-[2-(3-chloropyridin-4-yl)propan-2-yl]-5',6'-dihydrospiro[pyrrolidine-3,4'-pyrrolo[1,2-b]pyrazole]-1-carboxamide